(Z)-3-((3-butyl-7-(dimethylamino)-3-ethyl-1,1-dioxido-5-phenyl-2,3,4,5-tetrahydro-1,2,5-benzothiadiazepin-8-yl)oxy)-2-fluoroacrylic acid C(CCC)C1(NS(C2=C(N(C1)C1=CC=CC=C1)C=C(C(=C2)O\C=C(\C(=O)O)/F)N(C)C)(=O)=O)CC